3-(5-(((1S,2S)-2-(benzylamino)cyclohexyl)amino)-1-oxoisoindolin-2-yl)piperidine-2,6-dione C(C1=CC=CC=C1)N[C@@H]1[C@H](CCCC1)NC=1C=C2CN(C(C2=CC1)=O)C1C(NC(CC1)=O)=O